5-(5-fluorofuran-2-yl)-2-methyl-[1,2,4]triazolo[1,5-c]pyrimidin FC1=CC=C(O1)C1=NC=CC=2N1N=C(N2)C